N-(6-(Difluoromethyl)pyridin-3-yl)-4-methoxy-6-(thiazol-5-yl)picolinamide FC(C1=CC=C(C=N1)NC(C1=NC(=CC(=C1)OC)C1=CN=CS1)=O)F